C(C)(C)C1=C(C(=CC=C1)C(C)C)OC 2,6-diisopropylanisole